OC1(CC2(C1)C[C@H](N(CC2)CC2=C1C=CNC1=C(C=C2OC)C)C2=CC=C(C(=O)O)C=C2)C 4-((2s,4r,6s)-2-hydroxy-7-((5-methoxy-7-methyl-1H-indol-4-yl)methyl)-2-methyl-7-azaspiro[3.5]nonan-6-yl)benzoic acid